NC=1C2=C(N=CN1)C(=NN2C2=CC=C(C=C2)CNC(C2=C(C=CC=C2)OC)=O)C2CCCC2 N-[[4-(7-Amino-3-cyclopentyl-pyrazolo[4,3-d]pyrimidin-1-yl)phenyl]methyl]-2-methoxybenzamide